C(C)(C)(C)C=1N=C(N(C1)C(=O)NCCC(C)C)OCCOC (tert-butyl)-N-isoamyl-2-(2-methoxyethoxy)-1H-imidazole-1-carboxamide